C[C@H]1CCC[C@]2(CCCC[C@]12O)C (4s,4as,8ar)-4,8a-dimethyl-1,2,3,4,5,6,7,8-octahydronaphthalen-4a-ol